CSC(C(=O)N1C(CCCC1)C=1NC(=CN1)C1=C(C#N)C=CC=C1)C 2-(2-(1-(2-(Methylsulfanyl)propionyl)piperidin-2-yl)-1H-imidazol-5-yl)benzonitrile